N-[(4S)-chroman-4-yl]-3-[(4,4-diethyl-2-imino-6-oxo-hexahydropyrimidin-1-yl)-thiazol-5-yl-methyl]benzamide O1CC[C@@H](C2=CC=CC=C12)NC(C1=CC(=CC=C1)C(C1=CN=CS1)N1C(NC(CC1=O)(CC)CC)=N)=O